BrC=1C(=NC(=C(N1)C#N)Cl)N1CCC2([C@@H]([C@@H](OC2)C)NC(OC(C)(C)C)=O)CC1 Tert-butyl ((3S,4S)-8-(3-bromo-6-chloro-5-cyanopyrazin-2-yl)-3-methyl-2-oxa-8-azaspiro[4.5]decan-4-yl)carbamate